COC(=O)C1=NC2=C(CN(CC2)CCCF)N1C.C(C)(C)(C)NC(C1=CC(=CC=C1)NC(CC1=C(C=C(C=C1)F)O)=O)=O N-tert-butyl-3-[[2-(4-fluoro-2-hydroxy-phenyl)acetyl]amino]benzamide methyl-5-(3-fluoropropyl)-3-methyl-4,5,6,7-tetrahydro-3H-imidazo[4,5-c]pyridine-2-carboxylate